C(C)(C)(C)OC(N(C)[C@H](C(=O)N[C@H](C(=O)N1C[C@@H](N(CC1)C(=O)C=1NC2=CC=C(C=C2C1)F)C)C1CCCCC1)C)=O ((S)-1-(((S)-1-cyclohexyl-2-((S)-4-(5-fluoro-1H-indole-2-carbonyl)-3-methylpiperazin-1-yl)-2-oxoethyl)amino)-1-oxopropan-2-yl)(methyl)carbamic acid tert-butyl ester